1-(4-nitrophenyl)cyclopropanecarbonitrile [N+](=O)([O-])C1=CC=C(C=C1)C1(CC1)C#N